3-(((1r,4r)-4-((tert-butoxycarbonyl)amino)cyclohexyl)(2-(2,6-dioxopiperidin-3-yl)-1-oxoisoindolin-4-yl)amino)propyl methanesulfonate CS(=O)(=O)OCCCN(C1=C2CN(C(C2=CC=C1)=O)C1C(NC(CC1)=O)=O)C1CCC(CC1)NC(=O)OC(C)(C)C